Cl.CC=1N=C(SC1C(=O)NC1=CC=C(C=C1)[C@@H]1CNCCO1)C1=NC=CN=C1 |r| (RS)-4-Methyl-N-(4-(morpholin-2-yl)phenyl)-2-(pyrazin-2-yl)thiazole-5-carboxamide hydrochloride